(1R*,3R*,4R*)-1-(3-(5-fluoropyrimidin-2-yl)benzyl)-3-hydroxy-4-methylcyclopentane-1-carboxylate FC=1C=NC(=NC1)C=1C=C(C[C@]2(C[C@H]([C@@H](C2)C)O)C(=O)[O-])C=CC1 |o1:11,13,14|